(E)-6-Heneicosen-11-one CCCCC\C=C\CCCC(CCCCCCCCCC)=O